FC(C1=NN2C(N=C(C=C2NCC2(CN(C2)C(=O)OC(C)(C)C)C2=NC=C(C=C2)F)C(F)(F)F)=C1)(F)F tert-Butyl 3-(((2,5-bis(trifluoromethyl)pyrazolo[1,5-a]pyrimidin-7-yl)amino)methyl)-3-(5-fluoropyridin-2-yl)azetidine-1-carboxylate